chloro-N-methyl-[2,3'-bipyridine] ClC1=C(N(CC=C1)C)C=1C=NC=CC1